5-oxo-2a,7,8a-triazaacenaphthylene-8-one O=C1C=CN2C=CN3C(N=CC1=C32)=O